(5-(5-bromo-1-toluenesulfonyl-1H-Pyrazolo[3,4-c]pyridin-3-yl)-2-(4-methylpiperazin-1-yl)pyridin-3-yl)oxypropanol BrC=1C=C2C(=CN1)N(N=C2C=2C=C(C(=NC2)N2CCN(CC2)C)OC(CC)O)S(=O)(=O)CC2=CC=CC=C2